BrC=1C(N(C=CC1)COC)=O 3-bromo-1-(methoxymethyl)pyridin-2(1H)-one